Methylenepiperidinium C=[N+]1CCCCC1